The molecule is conjugate base of ouabagenin; major species at pH 7.3. It is a 1-hydroxy steroid, an 11alpha-hydroxy steroid, a 14beta-hydroxy steroid, a 19-hydroxy steroid, a 3beta-hydroxy steroid and a 5beta-hydroxy steroid. It is a conjugate base of an ouabagenin. C[C@]12C[C@H]([C@H]3[C@H]([C@]1(CC[C@@H]2C4=COC(=C4)[O-])O)CC[C@]5([C@@]3([C@@H](C[C@@H](C5)O)O)CO)O)O